C(C1=CC=CC=C1)OC1CC(C1)OCCOCCOCCOCCOCCN(C(OC(C)(C)C)=O)C tert-butyl N-[2-[2-[2-[2-[2-(3-benzyloxycyclobutoxy)ethoxy]ethoxy]ethoxy]ethoxy]ethyl]-N-methyl-carbamate